OCC1CCC(CC1)C=1SC2=C(N1)C=C(C(=C2)NC(=O)C2=NC=CC=C2)OC N-[2-[4-(hydroxymethyl)cyclohexyl]-5-methoxy-1,3-benzothiazol-6-yl]pyridine-2-carboxamide